1-(4-(1,4-dimethyl-1H-pyrazol-5-yl)-5-fluoropyrimidin-2-yl)-N-((4-methylthiazol-2-yl)methyl)piperidine-4-carboxamide CN1N=CC(=C1C1=NC(=NC=C1F)N1CCC(CC1)C(=O)NCC=1SC=C(N1)C)C